CC=1C=NC=C(N1)C1=C2C(=CN=C1)N(N=C2)C 3-methyl-5-(1-methyl-1H-pyrazolo[3,4-c]pyridin-4-yl)pyrazin